ClC1=C(C=C(C=C1)Cl)NC(=S)NC1CN(C(C1)=O)C(C)C 1-(2,5-dichlorophenyl)-3-(1-isopropyl-5-oxopyrrolidin-3-yl)thiourea